[K].[Si](=O)=O silicon dioxide, potassium salt